C(C)C1=CC(=C(C(=C1CC)CC)O)C 4,5,6-triethyl-2-methylphenol